[Cl-].COC1=NC(=NC(=N1)OC)[N+]1(CCOCC1)C l-4-(4,6-dimethoxy-1,3,5-triazin-2-yl)-4-methylmorpholin-4-ium chloride